6-methoxypyrazolo[1,5-a]pyridin-2-amine COC=1C=CC=2N(C1)N=C(C2)N